CS(=O)(C1COC1)=NC1=NC(=CC(=C1)N1[C@@H](COCC1)C)C1=C2C(=NC=C1)NC=C2 methyl((4-((R)-3-methylmorpholino)-6-(1H-pyrrolo[2,3-b]pyridin-4-yl)pyridin-2-yl)imino)(oxetan-3-yl)-λ6-sulfanone